BrC1=CC=C(C=C1)S1(N[C@@H](CC1)C1=CC=CC=C1)=O |r| rac-(1s,3s)-1-(4-bromophenyl)-3-phenyl-4,5-dihydro-3H-isothiazole 1-oxide